FC1=CC=C2SC=3C=CC=CC3C(C2=C1)=O 7-fluorothioxanthone